The molecule is a 1-n-hexadecyl analogue of an optically active alkylglycerol compound. It is a 1-O-alkyl-sn-glycerol and a 1-O-palmitylglycerol. It derives from a glycerol. CCCCCCCCCCCCCCCCOC[C@H](CO)O